C1(CC1)C=1N(C(C(=CN1)C(=O)O)=O)C1=C(C=C(C=C1)OC)C 2-cyclopropyl-1-(4-methoxy-2-methyl-phenyl)-6-oxo-pyrimidine-5-carboxylic acid